CC1(C(C(=CC2(CCN(C2)C(C2=NC=CC(=C2)C(F)(F)F)=O)C1)C#N)=O)C 9,9-dimethyl-8-oxo-2-(4-(trifluoromethyl)picolinoyl)-2-azaspiro[4.5]dec-6-ene-7-carbonitrile